3-mercaptopropyl-triisopropenyloxysilane SCCC[Si](OC(=C)C)(OC(=C)C)OC(=C)C